ethyl (R)-1-(4-(2-((1-(4-(tert-butoxycarbonyl)phenyl)piperidin-4-yl)((tert-butyldimethylsilyl)oxy)methyl)-4'-chloro-[1,1'-biphenyl]-4-carboxamido)phenyl)piperidine-4-carboxylate C(C)(C)(C)OC(=O)C1=CC=C(C=C1)N1CCC(CC1)[C@H](C1=C(C=CC(=C1)C(=O)NC1=CC=C(C=C1)N1CCC(CC1)C(=O)OCC)C1=CC=C(C=C1)Cl)O[Si](C)(C)C(C)(C)C